C12(CC3CC(CC(C1)C3)C2)CN2N=CC(=C2C)C=2C(=NC(=CC2)N2C3=C(CCCC2)C(=C(N=N3)Cl)C)C(=O)OCC ethyl 3-{1-[(adamantan-1-yl)methyl]-5-methyl-1H-pyrazol-4-yl}-6-{3-chloro-4-methyl-5H,6H,7H,8H,9H-pyridazino[3,4-b]azepin-9-yl}pyridine-2-carboxylate